C[C@H]1CN(CC[C@@H]1NC(=O)C1=CC(=CC=2N(C=NC21)CC(F)(F)F)C#CCNC=2C(OC)=CC(=C(C2)S(=O)(=O)C)F)C2CCOCC2 N-[(3S,4S)-3-methyl-1-(tetrahydro-2H-pyran-4-yl)-4-piperidyl]-6-[3-(5-fluoro-4-mesyl-2-anisidino)-1-propynyl]-1-(2,2,2-trifluoroethyl)-1H-1,3-benzimidazole-4-carboxamide